5-((2-amino-3-fluoropyridin-4-yl)methyl)-3,4-difluoro-2-((2-fluoro-4-vinylphenyl)amino)benzoic acid methyl ester COC(C1=C(C(=C(C(=C1)CC1=C(C(=NC=C1)N)F)F)F)NC1=C(C=C(C=C1)C=C)F)=O